6-(benzyloxy)-3,4-dihydroisoquinoline-1(2H)-one C(C1=CC=CC=C1)OC=1C=C2CCNC(C2=CC1)=O